C(C1=CC=CC=C1)OC=1C=C(C=C(C1)OCC1=CC=CC=C1)C(C)N1N=CN=C1 (1-(3,5-Bis(benzyloxy)phenyl)ethyl)-1H-1,2,4-triazole